(4-{1-[5-acetyl-1-(oxan-4-yl)-4H,6H,7H-pyrazolo[4,3-c]pyridin-3-yl]-7-(difluoromethyl)-3,4-dihydro-2H-quinolin-6-yl}pyrazol-1-yl)acetic acid C(C)(=O)N1CC2=C(CC1)N(N=C2N2CCCC1=CC(=C(C=C21)C(F)F)C=2C=NN(C2)CC(=O)O)C2CCOCC2